CC=1C=C(\C=N\NC2=C3N=CN(C3=NC(=N2)N2CCOCC2)C2CCN(CC2)C(=O)C2=CC=CC=C2)C=CC1 (E)-(4-(6-(2-(3-methylbenzylidene)hydrazinyl)-2-morpholino-9H-purin-9-yl)piperidin-1-yl)(phenyl)methanone